C(C1=CC=CC=C1)OC1=C2C=C(N(C2=CC=C1)C1=CC(=C(C=C1)F)F)C(CO)(C)C 2-[4-benzyloxy-1-(3,4-difluorophenyl)indol-2-yl]-2-methyl-propan-1-ol